2-((1S,2S)-1-(3-cyano-1-methyl-1H-pyrazol-4-yl)-1-(2-cyano-5-fluorophenyl)propan-2-yl)-5-hydroxy-N-(isoxazol-4-yl)-1-methyl-6-oxo-1,6-dihydropyrimidine-4-carboxamide C(#N)C1=NN(C=C1[C@@H]([C@H](C)C=1N(C(C(=C(N1)C(=O)NC=1C=NOC1)O)=O)C)C1=C(C=CC(=C1)F)C#N)C